2-[3-[[(1R,2R)-2-Hydroxycyclohexyl]amino]-5-methyl-1,2,4-triazin-6-yl]-5-(trifluoromethyl)phenol O[C@H]1[C@@H](CCCC1)NC=1N=NC(=C(N1)C)C1=C(C=C(C=C1)C(F)(F)F)O